Tricyanoethoxypropane CCCOCC(C#N)(C#N)C#N